C(=O)(O)CCN1C=CC=C1 1-(2-carboxyethyl)pyrrole